N5-(4-(3-(azetidin-1-yl)propoxy)phenethyl)-2-(furan-2-yl)-[1,2,4]triazolo[1,5-a][1,3,5]triazine-5,7-diamine N1(CCC1)CCCOC1=CC=C(CCNC2=NC=3N(C(=N2)N)N=C(N3)C=3OC=CC3)C=C1